7-(4-hydroxybutoxy)-2(1H)-quinolinone OCCCCOC1=CC=C2C=CC(NC2=C1)=O